tert-Butyl 2-(((1s,4s)-4-((Phenylcarbamoyloxy)methyl)cyclohexyl)methoxy)acetate C1(=CC=CC=C1)NC(=O)OCC1CCC(CC1)COCC(=O)OC(C)(C)C